C(C1=CC=CC=C1)C=1C=NC(=NC1)C1CCN(CC1)C=1C=NN2C1C=CC(=C2)C=2C=NN(C2)C 3-(4-(5-benzyl-pyrimidin-2-yl)piperidin-1-yl)-6-(1-methyl-1H-pyrazol-4-yl)pyrazolo[1,5-a]pyridine